2-[(10S)-12-(4-piperidyl)-1,5,6,8,12-pentazatricyclo[8.4.0.02,7]tetradeca-2,4,6-trien-4-yl]phenol N1CCC(CC1)N1C[C@@H]2CNC3=NN=C(C=C3N2CC1)C1=C(C=CC=C1)O